C(#N)[C@@]1(CC12CC2)C=2C=C1C=C(N=CC1=CC2)NC(=O)[C@@H]2CC21CCOCC1 (R)-N-(6-((R)-1-cyanospiro[2.2]pentan-1-yl)isoquinolin-3-yl)-6-oxaspiro[2.5]octane-1-carboxamide